5-azabenzimidazole N1=CNC2=C1C=CN=C2